FC(S(=O)(=O)OC1=CC=NC=C1)(F)F pyridin-4-Yl trifluoromethanesulfonate